ethyl (2S)-2-[[(2S)-2-amino-3-[5-[bis(2-chloroethyl)amino]-1-methyl-benzimidazol-2-yl]propanoyl]amino]-3-methyl-butanoate N[C@H](C(=O)N[C@H](C(=O)OCC)C(C)C)CC1=NC2=C(N1C)C=CC(=C2)N(CCCl)CCCl